FC(C(=O)O)(F)F.ClC1=C(C(=O)N2COC3=C(C2)C=CC=C3C3=CC(=C(C(=O)OC)C=C3F)N3C2COCC3CC2)C(=CC(=C1)N1C2CNCC1CC2)Cl Methyl 4-[3-[2,6-dichloro-4-(3,8-diazabicyclo[3.2.1]octan-8-yl)benzoyl]-2,4-dihydro-1,3-benzoxazin-8-yl]-5-fluoro-2-(3-oxa-8-azabicyclo[3.2.1]octan-8-yl)benzoate 2,2,2-trifluoroacetate